{4-[methyl-(7H-pyrrolo[2,3-d]pyrimidin-4-yl)-amino]-cyclohexyl}-amide CN(C1CCC(CC1)[NH-])C=1C2=C(N=CN1)NC=C2